N1=C(C=CC=C1)[O-] pyridinolate